C1(CC1)CN1CC[C@]23CCN(CC[C@]2([C@H]1CC1=CC=C(C=C13)O)O)C(CC1=NC=CC=N1)=O 1-((5aS,6R,11bR)-14-(cyclopropylmethyl)-5a,10-dihydroxy-1,2,5,5a,6,7-hexahydro-6,11b-(epiminoethano)naphtho[1,2-d]azepin-3(4H)-yl)-2-(pyrimidin-2-yl)ethan-1-one